1-(3,4-dichlorophenyl)-3-methylbutan-2-one ClC=1C=C(C=CC1Cl)CC(C(C)C)=O